CN1N=NC2=C1C(=CC(=C2C)C(CC(=O)OCC)C=2C=C(C1=C(C=CS1)C2)C=O)C(F)(F)F ethyl 3-[1,4-dimethyl-7-(trifluoromethyl)-1H-benzotriazol-5-yl]-3-(7-formyl-1-benzothiophen-5-yl)propanoate